COC[C@@H]1CN2C(O1)=C(C=N2)[S@@](=O)(N)=NC(NC=2C=1CCC1C=CC2C2=CC(=NC=C2)OC)=O (R,2S)-2-(methoxymethyl)-N'-((3-(2-methoxypyridin-4-yl)bicyclo[4.2.0]octa-1(6),2,4-trien-2-yl)carbamoyl)-2,3-dihydropyrazolo[5,1-b]oxazole-7-sulfonimidamide